CC1(OB(OC1(C)C)C=1C[C@H](CCC1)NC(OC(C)(C)C)=O)C (S)-tert-Butyl (3-(4,4,5,5-tetramethyl-1,3,2-dioxaborolan-2-yl)cyclohex-3-en-1-yl)carbamate